N,N-di(2-chloroethyl)methylamine ClCCN(CCCl)C